CN(CCCC)[Si](O[Si](C)(C)C)(C)C methylbutylamino-1,1,3,3,3-pentamethyl-disiloxane